C(C)(C)(C)N(C(O)=O)CC1=CC(=NN1C)C(N(C)C)=O.NC=1N=C(SC1C(=O)C=1C=NC(=CC1)OC(F)F)N(C1=CC(=C(C=C1)F)F)[C@H](C(=O)N)C (S)-(N-[4-amino-5-[6-(difluoromethoxy)pyridine-3-carbonyl]thiazol-2-yl]-3,4-difluoro-anilino)propanamide tert-butyl-((3-(dimethylcarbamoyl)-1-methyl-1H-pyrazol-5-yl)methyl)carbamate